silver lauric acid C(CCCCCCCCCCC)(=O)O.[Ag]